3-(2'-hydroxy-4'-dimethylaminophenyl)-3-(2'-methoxy-5'-chlorophenyl)phthalide OC1=C(C=CC(=C1)N(C)C)C1(OC(=O)C2=CC=CC=C12)C1=C(C=CC(=C1)Cl)OC